FC=1C(=C(C=CC1)C1=[N+](C=CC=C1C(F)(F)F)[O-])C 2-(3-fluoro-2-methylphenyl)-3-(trifluoromethyl)pyridine 1-oxide